3-(1-butoxymethyl)imidazole C(CCC)OCN1C=NC=C1